C1(CC1)CNC1=CN=C2N1N=CC=C2C(=O)NC=2C=NC=CC2OC(C)C 3-((cyclopropylmethyl)amino)-N-(4-isopropoxypyridin-3-yl)imidazo[1,2-b]pyridazine-8-carboxamide